C1(C=CC=C1)[Re](=C=O)(=C=O)=C=O Cyclopentadienyltricarbonylrhenium(I)